C(C)C1N(CCN(C1)C(CC)C1=CC=C(C=C1)C(F)(F)F)CC Diethyl-4-(1-(4-(trifluoromethyl)phenyl)propyl)piperazin